C1[C@@H](O)[C@H](O)CO1 1,4-ANHYDROTHREITOL